C12C(=CC(OC1)C2)C(=O)OC methyl 5-oxanorbornene-2-carboxylate